O=C1NC(CCC1N1C(C2=CC=C(C=C2C1=O)N1CCN(CC1)CCC1CCN(CC1)C1=CC=C(C=N1)C=1C=CC=2C3=C(N(C2C1)C(=O)OC(C)(C)C)C=CN=C3)=O)=O tert-butyl 7-[6-[4-(2-[4-[2-(2,6-dioxopiperidin-3-yl)-1,3-dioxoisoindol-5-yl]piperazin-1-yl]ethyl)piperidin-1-yl]pyridin-3-yl]pyrido[4,3-b]indole-5-carboxylate